4-methylenedioxycinnamaldehyde C1OC2=CC=C(C=CC=O)C=C2O1